OC=1C=C(C(=O)OCC(CCCCCCCCCC)CCCCCCCC)C=CC1 2-octyldodecyl 3-hydroxybenzoate